COC(=O)C1=CC=C(C(=N1)F)C=1CCNCC1 2-fluoro-1',2',3',6'-tetrahydro-[3,4'-bipyridine]-6-carboxylic acid methyl ester